BrC1=CN=CC2=C1OC(CN2)C(F)(F)F 8-bromo-2-(trifluoromethyl)-3,4-dihydro-2H-pyrido[4,3-b][1,4]oxazine